neopentyl ((((2R,3S,5R)-5-(2-amino-6-oxo-1,6-dihydro-9H-purin-9-yl)-3-hydroxytetrahydrofuran-2-yl)methoxy)(naphthalen-1-yloxy)phosphoryl)-L-alaninate NC=1NC(C=2N=CN(C2N1)[C@H]1C[C@@H]([C@H](O1)COP(=O)(OC1=CC=CC2=CC=CC=C12)N[C@@H](C)C(=O)OCC(C)(C)C)O)=O